tert-butyl (S)-2-vinylazepane-1-carboxylate C(=C)[C@H]1N(CCCCC1)C(=O)OC(C)(C)C